2-[5-[(3R)-3-amino-5-[(4-chlorophenyl)methyl]-1,1,4-trioxo-2,3-dihydro-1lambda6,5-benzothiazepin-7-yl]-1,3,4-oxadiazol-2-yl]-2-methyl-propanenitrile N[C@H]1CS(C2=C(N(C1=O)CC1=CC=C(C=C1)Cl)C=C(C=C2)C2=NN=C(O2)C(C#N)(C)C)(=O)=O